N-(4-((3-methoxypyrrolidin-1-yl)methyl)pyridin-2-yl)-6-(pyridin-4-yl)benzo[d]thiazol-2-amine COC1CN(CC1)CC1=CC(=NC=C1)NC=1SC2=C(N1)C=CC(=C2)C2=CC=NC=C2